2-acetyl-6-(1-(2,6-dimethyl-anilino)ethyl)pyridine C(C)(=O)C1=NC(=CC=C1)C(C)NC1=C(C=CC=C1C)C